[(2R,3S,4R,5R)-5-(2-chloro-6-isoindolin-2-yl-purin-9-yl)-3,4-dihydroxy-tetrahydro-furan-2-yl]methoxy-methylphosphonic acid ClC1=NC(=C2N=CN(C2=N1)[C@H]1[C@@H]([C@@H]([C@H](O1)COCP(O)(O)=O)O)O)N1CC2=CC=CC=C2C1